(R,Z)-1-((2'-chloro-4'-fluoro-5-methoxy-[1,1'-biphenyl]-2-yl)sulfonyl)-4-fluoro-N-(4-(methylsulfonyl)but-3-en-2-yl)piperidine-4-carboxamide ClC1=C(C=CC(=C1)F)C1=C(C=CC(=C1)OC)S(=O)(=O)N1CCC(CC1)(C(=O)N[C@H](C)\C=C/S(=O)(=O)C)F